CC1=NNC(=C1[BH-](C=1C(=NNC1C)C)C=1C(=NNC1C)C)C hydridotris(3,5-dimethylpyrazolyl)borate